ClC=1C=C(C=C(C1)Cl)C1=CC(=CC(=N1)OC=1C=C(C(=NC1)N1CCN(CC1)C(=O)OC(C)(C)C)F)CO tert-Butyl 4-(5-((6-(3,5-dichlorophenyl)-4-(hydroxymethyl)pyridin-2-yl)oxy)-3-fluoropyridin-2-yl)piperazine-1-carboxylate